(R)-N-(1-benzylpiperidin-3-yl)-4-(2-(ethoxymethoxy)-6-methyl-4-(trifluoromethyl)phenyl)pyrazolo[1,5-d][1,2,4]triazin C(C1=CC=CC=C1)N1C[C@@H](CCC1)N1CC=C2N1C=NN=C2C2=C(C=C(C=C2C)C(F)(F)F)OCOCC